NC1=NC=CC2=C1N(C(N2[C@H]2CN(C[C@@H](C2)O)C(C=C)=O)=O)C2=CC=C(C=C2)OC2=CC=CC=C2 4-amino-1-[(3R,5R)-5-hydroxy-1-prop-2-enoyl-3-piperidinyl]-3-(4-phenoxyphenyl)imidazo[4,5-c]pyridin-2-one